4-methoxy-3-pyridinecarboxaldehyde COC1=C(C=NC=C1)C=O